ClC=1C=C(SC1)C(C)NC1CC1 N-(1-(4-chlorothien-2-yl)ethyl)cyclopropylamine